(S)-benzyl 2-amino-3-(3-((R)-2,3-dihydro-1H-inden-1-yl)ureido)propanoate N[C@H](C(=O)OCC1=CC=CC=C1)CNC(=O)N[C@@H]1CCC2=CC=CC=C12